ClC=1C=CC2=C(N(C(OC2=O)=O)C(C2=C(C=CC=C2)OC)=O)C1 7-chloro-1-(2-methoxybenzoyl)-2H-benzo[d][1,3]Oxazine-2,4(1H)-dione